(7-ethylpyrrolo[1,2-b]pyridazin-6-yl)methanol C(C)C1=C(C=C2N1N=CC=C2)CO